C(C)(C)(C)OC(=O)N1[C@H](CNCC1)C (S)-2-methylpiperazin-1-carboxylic acid tert-butyl ester